C(C)(C)C=1C=CC(=C(N)C1)OC(F)(F)F 5-isopropyl-2-(trifluoromethoxy)aniline